CC1=CC=C(C=C1)S(=O)(=O)O[C@@H](CNC(=O)OC(C)(C)C)C [(1R)-2-(tert-butoxycarbonylamino)-1-methyl-ethyl] 4-methylbenzenesulfonate